tert-butyl ((1-((4-methoxy-3-((3-methoxyphenyl) sulfonamido)benzo[d]isoxazol-6-yl)methyl)-1H-pyrazol-4-yl)methyl)carbamate COC1=CC(=CC2=C1C(=NO2)NS(=O)(=O)C2=CC(=CC=C2)OC)CN2N=CC(=C2)CNC(OC(C)(C)C)=O